Phenylbis(2,4,6-tri-methylbenzoyl)phosphin oxid C1(=CC=CC=C1)P(C(C1=C(C=C(C=C1C)C)C)=O)(C(C1=C(C=C(C=C1C)C)C)=O)=O